C(C(C)C)C(CCC(C(F)(F)F)(F)F)S isobutyl-4,4,5,5,5-pentafluoro-1-pentanethiol